4-(5-bromo-1-oxoisoindolin-2-yl)piperidine-1-carboxylic acid tert-butyl ester C(C)(C)(C)OC(=O)N1CCC(CC1)N1C(C2=CC=C(C=C2C1)Br)=O